8-bromo-6-chloro-3-(1-(tetrahydro-2H-pyran-2-yl)-1H-pyrazol-3-yl)imidazo[1,2-b]Pyridazine BrC=1C=2N(N=C(C1)Cl)C(=CN2)C2=NN(C=C2)C2OCCCC2